COC=1C=C(C=CC1)C1=CC(=CC=2CNS(OC21)(=O)=O)F 8-(3-methoxyphenyl)-6-fluoro-3,4-dihydrobenzo[e][1,2,3]oxathiazine 2,2-dioxide